C1(CC1)COC1=C(C=C(C=C1)S(=O)(=O)N)C1=CC(=NC(=C1)C)C 4-(cyclopropylmethoxy)-3-(2,6-dimethylpyridin-4-yl)benzenesulfonamide